OC1(C(CCC1)N1C(C(=CC2=C1N=C(N=C2)NC2CCN(CC2)S(=O)(=O)C)C([2H])(F)F)=O)C (±)-8-(2-hydroxy-2-methylcyclopentyl)-6-(difluoromethyl-d)-2-((1-(methylsulfonyl)piperidin-4-yl)amino)pyrido[2,3-d]pyrimidin-7(8H)-one